3-(4-(3,4-dichlorophenyl)-5-isobutylthiazol-2-ylamino)-2-(3-(dimethylcarbamoyl)benzyl)propionic acid ClC=1C=C(C=CC1Cl)C=1N=C(SC1CC(C)C)NCC(C(=O)O)CC1=CC(=CC=C1)C(N(C)C)=O